C(C=C)(=O)N1C[C@@H](N(C[C@H]1C)C=1C2=C(N(C(N1)=O)C1=C(C=CC=C1S(=O)(=O)C)C(C)C)N=C(C(=C2)Cl)C2=C(C=CC=C2O)F)C 4-((2S,5R)-4-acryloyl-2,5-dimethylpiperazin-1-yl)-6-chloro-7-(2-fluoro-6-hydroxyphenyl)-1-(2-isopropyl-6-(methylsulfonyl)phenyl)pyrido[2,3-d]pyrimidin-2(1H)-one